1-(4-(7-(benzyloxy)-3-(2,6-difluorophenyl)-2H-chromen-4-yl)-2,6-difluorophenyl)-4-(Dimethoxymethyl)piperidine C(C1=CC=CC=C1)OC1=CC=C2C(=C(COC2=C1)C1=C(C=CC=C1F)F)C1=CC(=C(C(=C1)F)N1CCC(CC1)C(OC)OC)F